CC(S(=O)(=O)[O-])S(=O)(=O)[O-] methylmethylenedisulfonate